S1C(=CC=C1)C1=NC2=CC=CC=C2C(N1)=O 2-(2-thiophenyl)quinazolin-4(3H)-one